(2-((tert-Butyldimethylsilyl)oxy)ethyl)-5-chloro-1H-pyrrolo[3,2-b]pyridine-7-carbaldehyde [Si](C)(C)(C(C)(C)C)OCCN1C=CC2=NC(=CC(=C21)C=O)Cl